1-chloro-8-((2S,6S)-2,6-dimethylmorpholino)-N-(3-methyloxetan-3-yl)-3-(5-(trifluoromethyl)-1,3,4-thiadiazol-2-yl)imidazo[1,5-a]pyridine-6-sulfonamide ClC=1N=C(N2C1C(=CC(=C2)S(=O)(=O)NC2(COC2)C)N2C[C@@H](O[C@H](C2)C)C)C=2SC(=NN2)C(F)(F)F